C1(CCCCC1)NC(=O)C1(CC1)C(=O)NC1=CC=CC=C1 N'-cyclohexyl-N-phenylcyclopropane-1,1-dicarboxamide